7-(5-((2-(((benzyloxy)carbonyl)amino)-3-(tert-butoxy)-3-oxopropyl)amino)-5-oxopentyl)-3,4-dihydro-1,8-naphthyridine-1(2H)-carboxylic acid (S)-tert-butyl ester C(C)(C)(C)OC(=O)N1CCCC2=CC=C(N=C12)CCCCC(=O)NCC(C(=O)OC(C)(C)C)NC(=O)OCC1=CC=CC=C1